N-(4-{4-cyano-2-[(3,3-difluoro-1-azetidinyl)carbonyl]phenyl}-6-(2,2-difluoroethoxy)-2-pyridyl)-5-{[(S)-1-cyclobutylethylamino]methyl}-1-cyclopropyl-2-oxo-1,2-dihydronicotinamide C(#N)C1=CC(=C(C=C1)C1=CC(=NC(=C1)OCC(F)F)NC(C=1C(N(C=C(C1)CN[C@@H](C)C1CCC1)C1CC1)=O)=O)C(=O)N1CC(C1)(F)F